3-{2-[2-(2,4-Diamino-6-ethylpyrimidin-5-yloxy)ethoxy]phenyl}-N-hydroxypropanamide NC1=NC(=C(C(=N1)N)OCCOC1=C(C=CC=C1)CCC(=O)NO)CC